COC=1C(=C2CCCC(C2=CC1)=O)C 6-methoxy-5-methyl-1,2,3,4-tetrahydronaphthalen-1-one